ClC=1C=C(C=C(C1OC=1C2=C(C(NN1)=O)C(CC2)C([2H])([2H])[2H])Cl)NC(C2=CC=CC=C2)=O N-(3,5-dichloro-4-((7-(methyl-d3)-1-oxo-2,5,6,7-tetrahydro-1H-cyclopenta[d]pyridazin-4-yl)oxy)phenyl)benzamid